BrC1=CC=C2C(=CC(=NC2=C1)N1[C@@H](CCC1)COCCC(=O)OC(C)(C)C)C=O tert-butyl (S)-3-((1-(7-bromo-4-formylquinolin-2-yl)pyrrolidin-2-yl)methoxy)propanoate